C(CCC)OC1=NN2C(C(=N1)N)=NC=C2CC2=NC=CC=C2OC butoxy-7-((3-methoxypyridin-2-yl)methyl)imidazo[2,1-f][1,2,4]triazin-4-amine